methyl-1-methyl-2,3-dioxoindoline CC1=C2C(C(N(C2=CC=C1)C)=O)=O